4-[(4-cyanobenzyl)-(2,2-difluoroethyl)-amino]-furan-2(5H)-one C(#N)C1=CC=C(CN(C2=CC(OC2)=O)CC(F)F)C=C1